OC1=C(C=CC=C1)C1=CC(=CN=N1)N1CCC(CC1)(C(=O)N(C1CCNCC1)C)C1=NOC(=C1)C(C)C 1-[6-(2-hydroxyphenyl)pyridazin-4-yl]-4-(5-isopropyl-1,2-oxazol-3-yl)-N-methyl-N-(piperidin-4-yl)piperidine-4-carboxamide